FC(C(=O)O)(F)F.N1(CCCC1)C1=CC=C(C=C1)[C@H]1CC[C@H](CC1)OC=1N=NNC1C(=O)O 4-(((cis)-4-(4-(pyrrolidin-1-yl)phenyl)cyclohexyl)oxy)-1H-1,2,3-triazole-5-carboxylic acid 2,2,2-trifluoroacetate